Cl.C1(CCCC1)CN1C2=C(C=3C=CC=CC13)CNCC2 5-(cyclopentylmethyl)-2,3,4,5-tetrahydro-1H-pyrido[4,3-b]indole hydrochloride